Cl.NC1CCC(CC1)CN1C(\C(\C2=CC=C(C=C12)C1=NC=CC=N1)=C/C=1NC(=CC1C)C)=O (Z)-1-(((1r,4r)-4-aminocyclohexyl)methyl)-3-((3,5-dimethyl-1H-pyrrol-2-yl)methylene)-6-(pyrimidin-2-yl)indol-2-one hydrochloride